OCC1CCN(CC1)CCCCSC1=CC=CC=C1 4-(4-(hydroxymethyl)piperidin-1-yl)-(phenylthio)butan